COC(=O)C=1C=C(C=2N(C1)N=C(C2C)C=2N(C1=CC(=CC=C1C2)Br)CC2CC2)F Methyl-2-(6-bromo-1-(cyclopropylmethyl)-1H-indol-2-yl)-4-fluoro-3-methylpyrazolo[1,5-a]pyridine-6-carboxylate